ClC1=CC=CC=2N1N=C(C2)[C@H]2N(CCC1=C2N=CN1)C=1OC(=NN1)C=1C(=NC=CC1)C (S)-2-(4-(7-chloropyrazolo[1,5-a]pyridin-2-yl)-1,4,6,7-tetrahydro-5H-imidazo[4,5-c]pyridin-5-yl)-5-(2-methylpyridin-3-yl)-1,3,4-oxadiazole